((2-Ethyl-6-methoxy-1,2,3,4-tetrahydroisoquinolin-7-yl)amino)-5-((2-(trifluoromethyl)phenyl)amino)-1,2,4-triazine-6-carboxamide C(C)N1CC2=CC(=C(C=C2CC1)OC)NC=1N=NC(=C(N1)NC1=C(C=CC=C1)C(F)(F)F)C(=O)N